3-heptyl-4-pentyl-cyclohexane C(CCCCCC)C1CCCCC1CCCCC